FC(C1=CC=C(C=N1)N1C(N(CC1)C=1C=C2CN(C(C2=CC1)=O)C1C(NC(CC1)=O)=O)=O)F 3-(5-(3-(6-(difluoromethyl)pyridin-3-yl)-2-oxoimidazolidin-1-yl)-1-oxoisoindolin-2-yl)piperidine-2,6-dione